tert-butyl 10-methyl-11-oxo-8-(1H-tetrazol-5-yl)-3,4,8,9,10,11-hexahydro-1H-pyrido[4',3':3,4]pyrazolo[1,5-a][1,4]diazepine-2(7H)-carboxylate CN1C(C=2N(CC(C1)C1=NN=NN1)N=C1C2CN(CC1)C(=O)OC(C)(C)C)=O